tert-butyl 1-(3-nitrophenyl)-4,6-dihydropyrrolo[3,4-c]pyrazole-5(1H)-carboxylate [N+](=O)([O-])C=1C=C(C=CC1)N1N=CC2=C1CN(C2)C(=O)OC(C)(C)C